C(=O)O.CN(C(=O)N1N=C(C(=C1)NC(=O)C=1N=C(SC1)C=1C=NNC1)C1=NC=CC=C1)C N-(1-(dimethylcarbamoyl)-3-(pyridin-2-yl)-1H-pyrazol-4-yl)-2-(1H-pyrazol-4-yl)thiazole-4-carboxamide formate